ClC1=CC=C2C(=N1)N(N=C2C2=C(C=CC=C2OC)F)COCC[Si](C)(C)C 6-chloro-3-(2-fluoro-6-methoxyphenyl)-1-[[2-(trimethylsilyl)ethoxy]methyl]pyrazolo[3,4-b]pyridine